[Si](C1=CC=CC=C1)(C1=CC=CC=C1)(C(C)(C)C)OC[C@H]1OC[C@@H]([C@@H]2[C@H]1OC(O2)(C)C)NC(OC(C)(C)C)=O tert-butyl ((3aR,4R,7S,7aR)-4-(((tert-butyldiphenylsilyl)oxy)methyl)-2,2-dimethyltetrahydro-4H-[1,3]dioxolo[4,5-c]pyran-7-yl)carbamate